diethylaminocobalt dithioformate C(=S)[S-].C(C)N(CC)[Co+]